C(C)(C)(C)OC(=O)NC=1C(=NC(=CC1)C(F)(F)F)CNCC(=O)OCC1=CC=CC=C1 Benzyl 2-[({3-[(tert-butoxycarbonyl)amino]-6-(trifluoromethyl)pyridin-2-yl}methyl)amino]acetate